FC=1C=C(OC(C(=O)O)(C)C)C=CC1F 2-(3,4-difluorophenoxy)-2-methyl-propionic acid